[N+](=O)(O)[O-].NNC(=O)N semicarbazide hydrogen nitrate